3-{2-[(2R,4S)-4-{[(6-methanesulfonyl-5-methylpyridin-3-yl)oxy]methyl}-2-methylpyrrolidin-1-yl]ethyl}benzonitrile CS(=O)(=O)C1=C(C=C(C=N1)OC[C@H]1C[C@H](N(C1)CCC=1C=C(C#N)C=CC1)C)C